CP1(CC(=CC1)C)=O 1-methyl-3-methyl-3-phospholene-1-oxide